6-{5-bromo-2-[4-(2-chloro-6-methylpyrimidin-4-yl)-1H-1,2,3-triazol-1-yl]phenyl}-6-azaspiro[2.5]octane BrC=1C=CC(=C(C1)N1CCC2(CC2)CC1)N1N=NC(=C1)C1=NC(=NC(=C1)C)Cl